4-((R)-3-((cyclobutylmethyl)amino)piperidin-1-yl)-1-(1-(5-(5-methoxypyridin-3-yl)-1,3,4-thiadiazol-2-yl)ethyl)pyridin-2(1H)-one C1(CCC1)CN[C@H]1CN(CCC1)C1=CC(N(C=C1)C(C)C=1SC(=NN1)C=1C=NC=C(C1)OC)=O